isoleucineamide N[C@@H]([C@@H](C)CC)C(=O)N